C(C)S(=O)(=O)C1=CC=C(CC2=C(C(=O)N)C=CC(=N2)N2[C@@H](CC(C2)C2=CC=C(C=C2)C(F)(F)F)COC)C=C1 (4-(ethylsulfonyl)benzyl)-6-((2S)-2-(methoxymethyl)-4-(4-(trifluoromethyl)phenyl)pyrrolidin-1-yl)nicotinamide